NC1=NC(=NC=C1C(F)(F)F)C=1C=C2C=CN(C(C2=C(C1F)F)=O)CCC[C@H](C)NC=1C=NNC(C1C(F)(F)F)=O 6-[4-amino-5-(trifluoromethyl)pyrimidin-2-yl]-7,8-difluoro-2-[(4S)-4-[[6-oxo-5-(trifluoromethyl)-1H-pyridazin-4-yl]amino]pentyl]isoquinolin-1-one